N-[(1S)-1-[[3-[1-(3-chloro-6-oxo-1H-pyridazin-5-yl)ethyl]isoxazol-5-yl]carbamoyl]-2,2-dicyclopropyl-ethyl]-2-isopropyl-pyrazole-3-carboxamide ClC1=NNC(C(=C1)C(C)C1=NOC(=C1)NC(=O)[C@H](C(C1CC1)C1CC1)NC(=O)C=1N(N=CC1)C(C)C)=O